FC(COCC1OC1)(C(C(C(F)F)(F)F)(F)F)F (4,4,5,5,6,6,7,7-Octafluoro-2-oxaheptyl)oxirane